Cl.NCCCCC1=C(C=CC(=C1)F)N1CN(C(C2=CC(=CC=C12)C(F)(F)F)=O)C=1C(=NC(=CC1)OC)Br 1-(2-(4-Aminobutyl)-4-fluorophenyl)-3-(2-bromo-6-methoxypyridin-3-yl)-6-(trifluoromethyl)-2,3-dihydroquinazolin-4(1H)-one, hydrochloride salt